2,3,3,5,8-pentamethylnona-1,7-dien-4-one oxime CC(=C)C(C(C(CC=C(C)C)C)=NO)(C)C